N-(2-chloro-4-(trifluoromethyl)phenyl)-2-(2-(3,6-dihydro-2H-pyran-4-yl)-6-((2S,3S)-2,3-dimethylpiperazin-1-yl)-5-ethyl-7-oxo-[1,2,4]triazolo[1,5-a]pyrimidin-4(7H)-yl)acetamide ClC1=C(C=CC(=C1)C(F)(F)F)NC(CN1C=2N(C(C(=C1CC)N1[C@H]([C@@H](NCC1)C)C)=O)N=C(N2)C=2CCOCC2)=O